S1CNC(=C1)C(=O)N 2,3-dihydrothiazole-4-carboxamide